(S)-2-(2,2-difluoroethyl)-7-(6-(3-methylpiperidine-1-carbonyl)naphthalen-1-yl)-5,6,7,8-tetrahydro-[1,2,4]triazolo[4,3-a]pyrazin-3(2H)-one FC(CN1N=C2N(CCN(C2)C2=CC=CC3=CC(=CC=C23)C(=O)N2C[C@H](CCC2)C)C1=O)F